methyl 6-methyl-1-(3,3,3-trifluoro-2-oxo-propyl)pyridin-1-ium-3-carboxylate bromide [Br-].CC1=CC=C(C=[N+]1CC(C(F)(F)F)=O)C(=O)OC